N-(4-(((R)-1-Hydroxy-4-methylpentan-2-yl)amino)-6-(2-(4-(2-morpholinoethyl)phenyl)propyl)-1,3,5-triazin-2-yl)methanesulfonamide OC[C@@H](CC(C)C)NC1=NC(=NC(=N1)CC(C)C1=CC=C(C=C1)CCN1CCOCC1)NS(=O)(=O)C